C1(CC1)C(=O)N1CCC(CC1)N1N=CC(=C1)NC1=NC=C(C(=N1)C1=C(C(=O)O)C=CC=C1)C (2-((1-(1-(cyclopropanecarbonyl)piperidin-4-yl)-1H-pyrazol-4-yl)amino)-5-methylpyrimidin-4-yl)benzoic acid